ethyl (R)-1-(3-((1-(tert-butoxy)-2-methyl-1-oxopropan-2-yl)oxy)-5-chlorophenyl)piperidine-3-carboxylate C(C)(C)(C)OC(C(C)(C)OC=1C=C(C=C(C1)Cl)N1C[C@@H](CCC1)C(=O)OCC)=O